3-(2-(3-fluoroazetidin-1-yl)ethyl)-6-oxo-4-cyclopropylpyridazine FC1CN(C1)CCC1=NNC(C=C1C1CC1)=O